4-(1,4-dioxaspiro[4.5]decan-8-yl)aniline O1CCOC12CCC(CC2)C2=CC=C(N)C=C2